NC(CC(=O)O)C(NC(C(C1=CC=CC=C1)O)C)=O 3-amino-3-[(1-hydroxy-1-phenylpropan-2-yl)carbamoyl]propionic acid